C1(CC1)C1=C(C=C(C(=C1)CN1CCC2(CN(C(O2)=O)C2=CC=C(C=C2)P(OCC)(=O)C)CC1)OCC)C1=CC=C(C=C1)F ethyl (4-(8-((2-cyclopropyl-5-ethoxy-4'-fluoro-[1,1'-biphenyl]-4-yl)methyl)-2-oxo-1-oxa-3,8-diazaspiro[4.5]decan-3-yl)phenyl)(methyl)phosphinate